2,6-dimethylpiperidinyl-nonane CC1N(C(CCC1)C)CCCCCCCCC